6-(4,5-DIMETHYL-1H-PYRAZOL-1-YL)-N-(6-METHOXY-1-METHYL-1H-INDAZOL-7-YL)PYRIDINE-3-SULFONAMIDE CC=1C=NN(C1C)C1=CC=C(C=N1)S(=O)(=O)NC=1C(=CC=C2C=NN(C12)C)OC